ClC1=NN(C(C=2C1=CN(C(C2)=O)C2(CN(C2)C(=O)C2(CC2)OC)C)=O)C 4-chloro-6-(1-(1-methoxycyclopropane-1-carbonyl)-3-methylazetidin-3-yl)-2-methyl-2,6-dihydropyrido[3,4-d]pyridazine-1,7-dione